FC(CN1N=CC=2C1=NC(=CN2)N2C[C@@H]1[C@@H](C2)CN(C1)C=1C(=NC=CC1)C(F)(F)F)F [(3aR,6aR)-5-[1-(2,2-difluoroethyl)-1H-pyrazolo[3,4-b]pyrazin-6-yl]-octahydropyrrolo[3,4-c]pyrrol-2-yl]-2-(trifluoromethyl)pyridine